CN1C=C(C=2C(N(C=C(C21)C)C)=O)C(=O)N2CC1(CC1C2)C2=CC=C(C=C2)OC(F)(F)F 1,5,7-trimethyl-3-((1-(4-(trifluoromethoxy)phenyl)-3-azabicyclo[3.1.0]hex-3-yl)carbonyl)-1,5-dihydro-4H-pyrrolo[3,2-c]pyridin-4-one